(beta-maleimidopropionamido)hexanoic acid succinimidyl ester C1(CCC(N1OC(C(CCCC)NC(CCN1C(C=CC1=O)=O)=O)=O)=O)=O